C(C)C1=C(CCNCC(COC2=CC=C(C=C2)N(S(=O)(=O)C)C)O)C=CC=C1 N-(4-(3-((2-ethylphenethyl)amino)-2-hydroxypropoxy)phenyl)-N-methylmethanesulfonamide